4-fluoro-3-bromobenzamide FC1=C(C=C(C(=O)N)C=C1)Br